1-(2-morpholinoethyl)-1H-pyrrole-2-carboxylic acid O1CCN(CC1)CCN1C(=CC=C1)C(=O)O